C(C)C1=NN(C=2C=CC=C(C12)C1=C(C=C2C=NN(C2=C1)C)F)CC(=O)NCC(=O)NCC(=O)O 2-[2-(2-{3-ethyl-5'-fluoro-1'-methyl-1H,1'H-[4,6'-biindazol]-1-yl}acetamido)acetamido]acetic acid